SC(CS)[SiH2]O[Si](C)(C)C 1,2-dimercaptoethyltrimethylsiloxysilane